O1CCN(CC1)CCNC=1C=CC2=CC=3C=CCC(C3C=C2C1)NC=1C=C(C=CC1)C 3-((2-morpholinoethyl)amino)-5-(m-toluylamino)-6H-anthracene